ClC1=C(C=C(C=C1)F)C1NC(C2=C1C(=CC1=C(N(N=C21)C)OC(F)F)NC(C2=CC(=CC(=C2)F)C(F)(F)F)=O)=O N-[6-(2-chloro-5-fluorophenyl)-3-[(difluoromethyl)oxy]-2-methyl-8-oxo-7,8-dihydro-6H-pyrrolo[4,3-g]indazol-5-yl]-5-fluoro-3-(trifluoromethyl)benzamide